CC1=CC=2CNCCC2S1 methyl-thieno[3,2-c]piperidine